7-methyl-5,6,7,8-tetrahydroimidazo[1,2-a]pyrazine-2-carboxamide CN1CC=2N(CC1)C=C(N2)C(=O)N